tri(trimethylsilyl)phosphorus C[Si](C)(C)P([Si](C)(C)C)[Si](C)(C)C